1-(tert-butyl) 3-ethyl (R)-piperazine-1,3-dicarboxylate N1(C[C@@H](NCC1)C(=O)OCC)C(=O)OC(C)(C)C